4-chloro-6-(2-isopropyl-6-methyl-phenyl)-5-methyl-pyrimidin-2-amine ClC1=NC(=NC(=C1C)C1=C(C=CC=C1C)C(C)C)N